N[C@@H]1CC[C@H](CC1)N(C(OCC1=CC=CC=C1)=O)C1=NC=C(C=C1)C=1C=NC(=NC1)OC benzyl (trans-4-aminocyclohexyl)(5-(2-methoxypyrimidin-5-yl)pyridin-2-yl)carbamate